(rac)-3-(((4-(2-((2,6-dimethylpyrimidin-4-yl)amino)pyrazolo[1,5-a]pyridin-5-yl)-6-methylpyridin-3-yl)oxy)methyl)tetrahydrofuran-3-ol CC1=NC(=CC(=N1)NC1=NN2C(C=C(C=C2)C2=C(C=NC(=C2)C)OC[C@@]2(COCC2)O)=C1)C |r|